FC1=C(CC2(CCN(CC2)C(C2=C(N=CC=C2)C2=NC=NC=C2)=O)C#N)C=C(C=C1)C(F)(F)F 4-(2-fluoro-5-(trifluoromethyl)benzyl)-1-(2-(pyrimidin-4-yl)nicotinoyl)piperidine-4-carbonitrile